2-(4-(trifluoromethyl)phenethyl)benzo[d]thiazol-6-amine FC(C1=CC=C(CCC=2SC3=C(N2)C=CC(=C3)N)C=C1)(F)F